2-(4-Chlorobutoxy)tetrahydro-2H-pyran ClCCCCOC1OCCCC1